FC1(C(C1)C1=NN(C(C=C1C1=CC(=CC(=C1)F)F)=O)CC(=O)OC)F methyl 2-(3-(2,2-difluorocyclopropyl)-4-(3,5-difluorophenyl)-6-oxopyridazin-1(6H)-yl)acetate